C(C)(C)(C)OC(=O)N1C[C@@H](NCC1)CCO (3S)-3-(2-hydroxyethyl)piperazine-1-carboxylic acid tert-butyl ester